[N+](=O)([O-])C=1N(C=C(N1)/C(=C/C(=O)OCC)/C)COCC[Si](C)(C)C ethyl (E)-3-(2-nitro-1-{[2-(trimethylsilyl)ethoxy]methyl}-4-imidazolyl)-2-butenoate